COCCNC=1C=CC(NN1)=O 6-((2-Methoxyethyl)amino)pyridazin-3(2H)-one